methyl 2-[3,5-dichloro-4-[(3S,4S)-6-[2,6-dichloro-4-(3-methoxy-3-oxo-propyl)phenoxy]-3,4-dihydroxyhexoxy]anilino]benzoate ClC=1C=C(NC2=C(C(=O)OC)C=CC=C2)C=C(C1OCC[C@@H]([C@H](CCOC1=C(C=C(C=C1Cl)CCC(=O)OC)Cl)O)O)Cl